CC1(C=CN)CC=C(C=C1)C p-dimethyl-aminostyrene